(2R)-1-[[4-iodo-6-(morpholin-4-yl)pyridin-2-yl]amino]propan-2-ol IC1=CC(=NC(=C1)N1CCOCC1)NC[C@@H](C)O